C(C)(C)(C)OC(=O)N1C(CCCC1)(C)C1=CC=C(C=C1)C#N (4-cyanophenyl)-2-methylpiperidine-1-carboxylic acid tert-butyl ester